Octadecyl-3-(3,5-di-tert.-butyl-4-hydroxyphenyl)-propionate C(CCCCCCCCCCCCCCCCC)OC(CCC1=CC(=C(C(=C1)C(C)(C)C)O)C(C)(C)C)=O